N1=CC(=CC=C1)OC1=CC2=C(NC(N2)=O)C=C1 5-(pyridin-3-yloxy)-1,3-dihydro-2H-benzo[d]imidazol-2-one